C(C)(C)(C)OC(=O)N1C2CNCC1C2 3,6-diazabicyclo[3.1.1]-heptane-6-carboxylic acid tert-butyl ester